N-([1,1'-biphenyl]-4-yl)naphtho[2,3-b]benzofuran-3-amine C1(=CC=C(C=C1)NC1=CC2=C(C3=C(O2)C=C2C=CC=CC2=C3)C=C1)C1=CC=CC=C1